(2S)-2-amino-3-(7-chloro-4-{[(thiophen-2-yl)methyl]amino}thieno[3,2-c]pyridazin-6-yl)-3,3-difluoropropan-1-ol N[C@@H](CO)C(F)(F)C1=C(C=2N=NC=C(C2S1)NCC=1SC=CC1)Cl